C(CC)OC1=CC=C(C=C1)C1=NC=CN=C1 (4-propoxyphenyl)pyrazine